2-[3-(5-fluoro-6-methyl-2-pyridyl)-1H-pyrazol-4-yl]-7-(4,5,6,7-tetrahydro-2H-pyrazolo[4,3-c]pyridin-3-yl)-1,5-naphthyridine FC=1C=CC(=NC1C)C1=NNC=C1C1=NC2=CC(=CN=C2C=C1)C=1NN=C2C1CNCC2